N-(4-(4-amino-7-(1-(2-hydroxyacetyl)-1,2,3,6-tetrahydropyridin-4-yl)-5H-pyrrolo[3,2-d]pyrimidin-5-yl)benzyl)-5-fluoro-2-methoxybenzamide NC=1C2=C(N=CN1)C(=CN2C2=CC=C(CNC(C1=C(C=CC(=C1)F)OC)=O)C=C2)C=2CCN(CC2)C(CO)=O